COC(=O)C1=CC(=C(C=C1)CNS(=O)(=O)C)S(NC(NC1=NC(=CC(=N1)OC)OC)=O)(=O)=O 2-[(4,6-dimethoxypyrimidin-2-ylcarbamoyl)sulfamoyl]-α-(methylsulfonylamino)-p-toluic acid methyl ester